7-bromo-5-chloro-2-(2-methoxyethyl)-2H-indazole BrC1=CC(=CC2=CN(N=C12)CCOC)Cl